1-[(4-fluorophenyl)-methyl-carbamoyl]-4-[2-(N-(4-isopropylphenyl)anilino)-2-oxo-ethyl]piperidine-4-carboxylic acid FC1=CC=C(C=C1)N(C(=O)N1CCC(CC1)(C(=O)O)CC(=O)N(C1=CC=CC=C1)C1=CC=C(C=C1)C(C)C)C